[S].NC1=CC=C(C=C1)N1C=NC2=C1C=CC=C2 N-(4-aminophenyl)benzimidazole sulfur